N-(3-bromo-4-fluorophenyl)-5-(2-(tert-butylamino)-2-oxoacetyl)-1,2,4-trimethyl-1H-pyrrole-3-carboxamide BrC=1C=C(C=CC1F)NC(=O)C1=C(N(C(=C1C)C(C(=O)NC(C)(C)C)=O)C)C